(R)-3-(6-(3-chloro-1H-pyrrolo[2,3-b]pyridin-5-yl)-2-(2,6-Dimethylpyrimidine-4-carbonyl)-1,2,3,4-tetrahydroisoquinolin-8-yl)morpholine-4-carboxylic acid tert-butyl ester C(C)(C)(C)OC(=O)N1[C@@H](COCC1)C=1C=C(C=C2CCN(CC12)C(=O)C1=NC(=NC(=C1)C)C)C=1C=C2C(=NC1)NC=C2Cl